COC1=CC=C(C=C1)S(=O)(=O)N1C(CNCC1)=C1C(C=C(C=C1F)F)SC1C(C(=CC(=C1)F)F)=C1N(CCNC1)S(=O)(=O)C1=CC=C(C=C1)OC ((4-methoxyphenyl) sulfonyl)piperazinetriyl-(3,5-difluorophenyl) sulfide